C(CCCCCCC)OC1=C2C(SC(=C2)[Sn](C)(C)C)=C(C2=C1SC(=C2)[Sn](C)(C)C)OCCCCCCCC 4,8-bis(n-octyloxy)-2,6-bis(trimethylstannyl)benzo[1,2-b:4,5-b']dithiophene